Isopropyldiethylchlorosilane C(C)(C)[Si](Cl)(CC)CC